C1(=CC=C(C=C1)CN1N=CC2=CC(=CC(=C12)C(=O)NC1CC2(CC(C2)CC(=O)O)C1)F)C1=CC=CC=C1 2-(6-(1-([1,1'-biphenyl]-4-ylmethyl)-5-fluoro-1H-indazole-7-carboxamido)spiro[3.3]heptan-2-yl)acetic acid